Methyl 5-cyclopropyl-4-(((7-(1-(3,5-dichlorophenyl) propyl)-7-azaspiro[3.5]non-2-yl) methoxy) methyl)-2-fluorobenzoate C1(CC1)C=1C(=CC(=C(C(=O)OC)C1)F)COCC1CC2(C1)CCN(CC2)C(CC)C2=CC(=CC(=C2)Cl)Cl